CC\C(\C)=C\CC\C(\C)=C\C=C\C(\C)=C\C=C\C(\C)=C\C=C\C=C(/C)\C=C\C=C(/C)\C=C\C=C(/C)\CCC=C(C)C methyl-lycopene